2-bromo-4-(4-(1-methyl-4-(trifluoromethyl)-1H-imidazol-2-yl)benzyl)-6,7-dihydropyrazolo[1,5-a]pyrimidin-5(4H)-one BrC1=NN2C(N(C(CC2)=O)CC2=CC=C(C=C2)C=2N(C=C(N2)C(F)(F)F)C)=C1